(1-((6-phenylpyridin-4-yl)sulfonyl)pyrrolidin-3-yl)(4-(quinolin-4-yl)piperazin-1-yl)methanone C1(=CC=CC=C1)C1=CC(=CC=N1)S(=O)(=O)N1CC(CC1)C(=O)N1CCN(CC1)C1=CC=NC2=CC=CC=C12